C[Si](C=1C=C(C=CC1)C=1C=CC=2N=C(N=C(C2N1)N)[2H])(C)C (3-(trimethylsilyl)phenyl)pyrido[3,2-d]pyrimidin-2-d-4-amine